2''-bromo-6''-fluorodispiro[imidazolidine-4,1'-cyclohexane-4',1''-indene]-2,5-dione BrC=1C2(C3=CC(=CC=C3C1)F)CCC1(CC2)NC(NC1=O)=O